4-Fluoro-6-(1'-isobutyl-[1,4'-bipiperidin]-4-yl)-1-methyl-2-(4-(methylsulfonyl)phenyl)-1H-benzo[d]imidazol FC1=CC(=CC=2N(C(=NC21)C2=CC=C(C=C2)S(=O)(=O)C)C)C2CCN(CC2)C2CCN(CC2)CC(C)C